CN1CCN(CC1)CCNC(=O)C=1N=C(OC1C1=CC=CC=C1)C1=CC2=CC=CC=C2C=C1 (2-(4-methylpiperazin-1-yl)ethyl)-2-(naphthalen-2-yl)-5-phenyloxazole-4-carboxamide